8-(4-chloro-2-fluorophenyl)-2,3-dimethyl-6-((2S,6R)-2-methyl-6-(2-methylpyridin-4-yl)morpholino)pyrimido[5,4-d]pyrimidin-4(3H)-one ClC1=CC(=C(C=C1)C1=NC(=NC2=C1N=C(N(C2=O)C)C)N2C[C@@H](O[C@@H](C2)C2=CC(=NC=C2)C)C)F